ClC=1C=2N(C=CC1)N=C(C2)[C@H]2N(CCC1=C2N=CN1)C(=O)C1=C(N=C(O1)C(C)(C)F)C (S)-(4-(4-chloropyrazolo[1,5-a]pyridin-2-yl)-6,7-dihydro-1H-imidazo[4,5-c]pyridin-5(4H)-yl)(2-(2-fluoropropan-2-yl)-4-methyloxazol-5-yl)methanone